(14Z,17Z,20Z,23Z,26Z,29Z)-dotriaconta-14,17,20,23,26,29-hexaen-3,3-d2-1-ol C(CC(CCCCCCCCCC\C=C/C\C=C/C\C=C/C\C=C/C\C=C/C\C=C/CC)([2H])[2H])O